N1N=CN=C1 sym-triazole